tert-butyl (1-(3-(4-(2-fluoro-4-nitrophenyl)piperazin-1-yl)propyl)piperidin-4-yl)carbamate FC1=C(C=CC(=C1)[N+](=O)[O-])N1CCN(CC1)CCCN1CCC(CC1)NC(OC(C)(C)C)=O